2-(4-chloro-1-isopropyl-1H-pyrazol-5-yl)-5-methoxy-N-methyl-N-((1-(1-methyl-4-(trifluoromethyl)-1H-imidazol-2-yl)-2-oxabicyclo[2.2.2]octan-4-yl)methyl)pyrimidin-4-amine ClC=1C=NN(C1C1=NC=C(C(=N1)N(CC12COC(CC1)(CC2)C=2N(C=C(N2)C(F)(F)F)C)C)OC)C(C)C